BrC=1C2=C(N(C(CC1C(=O)O)=O)CC1=CC(=C(C=C1)C)F)C=C(C=C2)OC 5-bromo-1-(3-fluoro-4-methylbenzyl)-8-methoxy-2-oxo-2,3-dihydro-1H-benzo[b]azepine-4-carboxylic acid